N-(6-cyano-1-(1-methylcyclobutyl)-1H-benzo[d]imidazol-2-yl)-3-(2,4-difluorophenyl)-3-hydroxybutanamide C(#N)C=1C=CC2=C(N(C(=N2)NC(CC(C)(O)C2=C(C=C(C=C2)F)F)=O)C2(CCC2)C)C1